bis(3-(2-(dimethylamino)ethyl)-1H-indol-4-yl) octane-1,8-diyl bis(carbonate) C(OC1=C2C(=CNC2=CC=C1)CCN(C)C)(OCCCCCCCCOC(OC1=C2C(=CNC2=CC=C1)CCN(C)C)=O)=O